2-(7-((2S,5r)-2,5-dimethyl-4-((S)-1-(3-methylquinoxalin-6-yl)ethyl)piperazin-1-yl)-6-fluoro-4-methyl-5-oxo-4,5-dihydro-2H-pyrazolo[4,3-b]pyridin-2-yl)acetonitrile C[C@@H]1N(C[C@H](N(C1)[C@@H](C)C=1C=C2N=C(C=NC2=CC1)C)C)C=1C=2C(N(C(C1F)=O)C)=CN(N2)CC#N